CC1=CC(=NN1C1CC(CCC1)C(F)(F)F)N1CCN(CC1)CCN1CCOCC1 4-[2-[4-[5-methyl-1-[3-(trifluoromethyl)cyclohexyl]pyrazol-3-yl]piperazin-1-yl]ethyl]morpholine